ClC=1C=C(C=C(C1Cl)OCOC)N1CCN(CC1)C 1-(3,4-dichloro-5-methoxymethoxy-phenyl)-4-methyl-piperazine